COC(C=CCC(=O)O)=O glutaconic acid monomethyl ester